Cl.C1(=CC=CC=C1)C=1NC2=CC=CC=C2C1 2-phenylindole hydrochloride